5-(2-methoxypyridin-4-yl)-2-{3-[(3r,5s)-3-methyl-5-(prop-2-yl)piperazin-1-yl]-1,2,4-triazin-6-yl}phenol COC1=NC=CC(=C1)C=1C=CC(=C(C1)O)C1=CN=C(N=N1)N1C[C@H](N[C@H](C1)C(C)C)C